8-oxa-3-azabicyclo[3.2.1]oct-3-yl-(1H-pyrazolo[4,3-c]pyridin-6-yl)-methanone C12CN(CC(CC1)O2)C(=O)C2=CC1=C(C=N2)C=NN1